(R)-(6-methoxyquinolin-4-yl)((1R,2R,4R,5S)-5-vinylquinuclidin-2-yl)methanol COC1=CC2=C(C=CN=C2C=C1)[C@H]([C@H]3C[C@H]4CCN3C[C@H]4C=C)O